C(CC)C=1C=CC=C2C=CC=CC12 8-propylnaphthalen